C(C)(C)(C)NC(=O)C1=C(C(=CC(=C1)C#N)C)NC(=O)C1=CC(=NN1C1=NC=CC=C1Cl)CN1N=NN=C1C(F)(F)F N-[2-(tert-Butylcarbamoyl)-4-cyano-6-methylphenyl]-1-(3-chloropyridin-2-yl)-3-{[5-(trifluoromethyl)-1H-tetrazole-1-yl]methyl}-1H-pyrazole-5-carboxamide